FC(C1=CC=CC(=N1)NC(=O)C=1C(=CC=2N(C1)C=C(N2)C[C@H]2COCC2)OCC)F N-[6-(difluoromethyl)-2-pyridyl]-7-ethoxy-2-[[(3R)-tetrahydrofuran-3-yl]methyl]imidazo[1,2-a]pyridine-6-carboxamide